S1C=NC2=C1C=CC(=C2)NC(=O)[C@H]2CN(C[C@H]2C)S(=O)(=O)C=2C=CC1=C(CCO1)C2 (3r,4s)-N-(benzo[d]thiazol-5-yl)-1-((2,3-dihydrobenzofuran-5-yl)sulfonyl)-4-methylpyrrolidine-3-carboxamide